C(C)(C)(C)OC(=O)N1CC(C1)C(N(CC1=CC=C(C=C1)OC)C=1C(=NC=CC1)Br)=O 3-((2-Bromopyridin-3-yl)(4-methoxybenzyl)carbamoyl)azetidine-1-carboxylic acid tert-butyl ester